C(\C=C/C=CC=CCCCCCCCCCC)=O Z-heptadecatrienal